BrC=1C=C(C=C(C1)C)[C@H](CC(=O)OCC)N[S@](=O)C(C)(C)C Ethyl (S)-3-(3-bromo-5-methylphenyl)-3-(((R)-tert-butylsulfinyl)amino)propanoate